5-((tert-butoxycarbonyl)amino)-3,3-dimethylpentyl-4-methylbenzenesulfonate C(C)(C)(C)OC(=O)NCCC(CCOS(=O)(=O)C1=CC=C(C=C1)C)(C)C